FC1([C@@H](C[C@@H](CC1)N1N=C(C2=C1CC([C@H]2O)(F)F)C(F)(F)F)OC)F (4S)-1-[(1R,3R)-4,4-difluoro-3-methoxycyclohexyl]-5,5-difluoro-3-(trifluoromethyl)-1H,4H,5H,6H-cyclopenta[c]pyrazol-4-ol